C(C)C=1N=C2N(C=C(C=C2)C=2C=NC(=CC2)N2CCC(CC2)C(=O)N2CCCCC2)C1N(C=1SC(=C(N1)C1=CC=C(C=C1)F)C#N)C 2-((2-ethyl-6-(6-(4-(piperidine-1-carbonyl)piperidin-1-yl)pyridin-3-yl)imidazo[1,2-a]pyridin-3-yl)(methyl)amino)-4-(4-fluorophenyl)thiazole-5-carbonitrile